2-chloro-3-formyl-2'-methyl-spiro[4,5-dihydrothieno[2,3-c]pyran-7,4'-piperidine]-1'-carboxylic acid tert-butyl ester C(C)(C)(C)OC(=O)N1C(CC2(CC1)OCCC1=C2SC(=C1C=O)Cl)C